1-(1-(4-fluorobenzyl)indolin-5-yl)-3-neopentylurea FC1=CC=C(CN2CCC3=CC(=CC=C23)NC(=O)NCC(C)(C)C)C=C1